2-(5-bromo-3-methylthiophen-2-yl)ACETIC ACID BrC1=CC(=C(S1)CC(=O)O)C